(R)-(6-chloro-8-(2-methoxy-7-methylquinoxalin-5-yl)-2,3-dihydro-[1,4]dioxino[2,3-e]benzofuran-3-yl)methyl (6-methoxypyridin-3-yl)carbamate COC1=CC=C(C=N1)NC(OC[C@@H]1OC=2C=C(C3=C(C=C(O3)C3=C4N=CC(=NC4=CC(=C3)C)OC)C2OC1)Cl)=O